Trans-(±)-5-bromo-1-isopropyl-N-(trans-4-methoxytetrahydrofuran-3-yl)-1H-pyrazolo[4,3-b]pyridin-7-amine BrC1=CC(=C2C(=N1)C=NN2C(C)C)N[C@@H]2COC[C@H]2OC |r|